COC1=NC=C(C=N1)C=1C=C(C=CC1)O 3-(2-methoxypyrimidin-5-yl)phenol